5-(2-(2,4-Difluoro-3-methoxyphenyl)-5,6-dihydro-4H-pyrrolo[1,2-b]pyrazol-3-yl)-1H-indazole FC1=C(C=CC(=C1OC)F)C=1C(=C2N(N1)CCC2)C=2C=C1C=NNC1=CC2